6-(5-Cyano-1H-pyrrolo[2,3-b]pyridin-4-yl)-N-(3-methoxy-1,2,4-thiadiazol-5-yl)-1,6-Diazaspiro[3.4]octane-1-carboxamide C(#N)C=1C(=C2C(=NC1)NC=C2)N2CC1(CCN1C(=O)NC1=NC(=NS1)OC)CC2